C(C)OS(=O)(=O)[O-].C(CCCCCCCCCCCCCCC)CC[NH+]1CCOCC1 N-cetylethyl-morpholinium ethyl-sulfate